2-(4-ethoxyphenethyl)-4-hydroxy-N-(6-methoxypyridin-3-yl)-6-((tetrahydro-2H-pyran-2-yl)methoxy)nicotinamide C(C)OC1=CC=C(CCC2=C(C(=O)NC=3C=NC(=CC3)OC)C(=CC(=N2)OCC2OCCCC2)O)C=C1